C(C)(=O)C1=CC=C(N=N1)OC1=CC=C(C=C1)C(CC)(CC)C1=CC=C(OC2CC(C2)NC(OC(C)(C)C)=O)C=C1 tert-butyl ((1r,3r)-3-(4-(3-(4-((6-acetylpyridazine-3-yl)oxy)phenyl)pentan-3-yl) phenoxy)cyclobutyl)carbamate